ClC1=C(C=CC=C1)C(C(C(C)C)O)O 1-(2-chlorophenyl)-3-methyl-1,2-butanediol